N-[3-(7-{[(3S,4R)-3-fluoro-1-methylpiperidin-4-yl]amino}-3-(2,2,2-trifluoroethyl)pyrazolo[1,5-a]pyridin-2-yl)prop-2-yn-1-yl]-6-(piperidin-1-yl)nicotinamide F[C@H]1CN(CC[C@H]1NC1=CC=CC=2N1N=C(C2CC(F)(F)F)C#CCNC(C2=CN=C(C=C2)N2CCCCC2)=O)C